C12(CC(C1)C2)C2(CCN(CC2)C(=O)OC(C)(C)C)[N+](=O)[O-] tert-butyl 4-(1-bicyclo[1.1.1]pentanyl)-4-nitro-piperidine-1-carboxylate